CC1(C(C(=C[C@@]2(CCN(C2)C(=O)C2=CC=CC=3C=C(OC32)C)C1)C#N)=O)C (5S)-9,9-dimethyl-2-(2-methyl-1-benzofuran-7-carbonyl)-8-oxo-2-azaspiro[4.5]dec-6-ene-7-carbonitrile